3-(5-chloro-7-{[(furan-2-yl)methyl]amino}-3-methylthieno[3,2-b]pyridin-2-yl)-N-pyrazin-2-yl-D-alaninamide ClC1=CC(=C2C(=N1)C(=C(S2)C[C@@H](N)C(=O)NC2=NC=CN=C2)C)NCC=2OC=CC2